heptanedi-oic acid C(CCCCCC(=O)O)(=O)O